4-(4-methyl-3-pentyl)cyclohexan-3-ene-1-carbaldehyde CC(C(CC)C1=CCC(CC1)C=O)C